C(CCCC)(=O)OF perfluoro valerate